[13C3]-myristic acid [13C]([13CH2][13CH2]CCCCCCCCCCC)(=O)O